BrC(C(F)(F)F)(C(F)(F)F)Br Dibromohexafluoropropane